2-acrylamido-2-methylpropane Lithium [Li].C(C=C)(=O)NC(C)(C)C